3-(2-(2-(methylamino)propanamido)ethyl-phenylamino)pyrazine-2-carboxamide CNC(C(=O)NCCN(C=1C(=NC=CN1)C(=O)N)C1=CC=CC=C1)C